NC1=NC=CC=C1C1=NC=2C(=NC(=CC2)B(O)O)N1C=1C=C2CC[C@@H](C2=CC1)NC(=O)OC(C)(C)C (S)-(2-(2-aminopyridin-3-yl)-3-(1-((tert-butoxycarbonyl)amino)-2,3-dihydro-1H-inden-5-yl)-3H-imidazo[4,5-b]pyridin-5-yl)boronic acid